(R)-1-((2,2-dimethylpiperidin-4-yl)methyl)-4-(oxetan-3-yl)piperazine CC1(NCC[C@H](C1)CN1CCN(CC1)C1COC1)C